N-methyl-N-(1-(((S)-1-methylazepan-2-yl)sulfonyl)piperidine-4-carbonyl)-L-valine methyl ester COC([C@@H](N(C(=O)C1CCN(CC1)S(=O)(=O)[C@@H]1N(CCCCC1)C)C)C(C)C)=O